1-((4-((3-methoxybenzyl)(4-morpholinobenzyl)amino)pyridin-2-yl)methyl)piperazine-2,5-dione COC=1C=C(CN(C2=CC(=NC=C2)CN2C(CNC(C2)=O)=O)CC2=CC=C(C=C2)N2CCOCC2)C=CC1